FC(CN1N=CC=2C1=NC(=CC2)[C@@H]2[C@H](C2)C(=O)O)(F)F |r| racemic-(1S,2S)-2-(1-(2,2,2-trifluoroethyl)-1H-pyrazolo[3,4-b]pyridin-6-yl)cyclopropane-1-carboxylic acid